N=1C=NN2C1C=CC(=C2)C2=CNC=1N=C(N=C(C12)OC)N[C@H]1CCC(N(C1)C)=O (S)-5-((5-([1,2,4]triazolo[1,5-a]pyridin-6-yl)-4-methoxy-7H-pyrrolo[2,3-d]pyrimidin-2-yl)amino)-1-methylpiperidin-2-one